OC(C)(C)C1=NN=C(O1)C=1SC=C(N1)C(=O)N1[C@H](CCC1)C (S)-(2-(5-(2-hydroxyprop-2-yl)-1,3,4-oxadiazol-2-yl)thiazol-4-yl)(2-methylpyrrolidin-1-yl)methanone